Cl.N[C@@H]1CN(C[C@@H]1F)C1=CC2=C(N=C(N=C2N[C@H](C)C2=C(C(=CC=C2)C(F)F)F)C)C=N1 6-[(cis)-3-amino-4-fluoropyrrolidin-1-yl]-N-{(1R)-1-[3-(difluoromethyl)-2-fluorophenyl]ethyl}-2-methylpyrido[3,4-d]pyrimidin-4-amine hydrochloride